5-(bromomethyl)dihydrofuran-2(3H)-one BrCC1CCC(O1)=O